C(C)(=O)ON=C(C)C=1C=CC=2N(C3=CC=C(C=C3C2C1)C(C1=C(C=CC=C1)C)=O)CC 1-[9-ethyl-6-(2-methylbenzoyl)-9H-carbazol-3-yl]Ethanone 1-(O-acetyl oxime)